BrC1=CC=C2C=NN(C2=C1F)C 6-bromo-7-fluoro-1-methylindazole